2-methyl-2-{4-[12-methyl-4-(pyrimidin-5-yl)-8,11,13,14,16-pentaazatetracyclo-[8.6.0.02,7.011,15]Hexadec-1(10),2,4,6,8,12,14-heptaen-16-yl]Phenyl}propanenitrile CC(C#N)(C)C1=CC=C(C=C1)N1C2=NN=C(N2C=2C=NC3=CC=C(C=C3C12)C=1C=NC=NC1)C